8-(((4-Bromo-3-fluorophenyl)thio)methyl)-1,4-dioxaspiro[4.5]decane BrC1=C(C=C(C=C1)SCC1CCC2(OCCO2)CC1)F